FC1=CC=C(C=C1)CNC(=O)NC1=CC=C(C=C1)CC(=O)N1CC2(CC2C1)O N-[(4-fluorophenyl)methyl]({4-[2-(1-hydroxy-3-azabicyclo[3.1.0]hex-3-yl)-2-oxoethyl]phenyl}amino)carboxamide